O1[C@@H](COCC1)COC1=CC(=C(C(=N1)C#CC1=C(C#N)C=C(C=C1)OC)CC)OCC1=CC=CC=C1 (S)-2-((6-((1,4-dioxan-2-yl)methoxy)-4-(benzyloxy)-3-ethylpyridin-2-yl)ethynyl)-5-methoxybenzonitrile